pyridyl-1,1,3,3-tetramethyluronium tetrafluoroborate F[B-](F)(F)F.N1=C(C=CC=C1)OC(=[N+](C)C)N(C)C